ClC1=C(C(=NC=2C3CCC(C12)C3)N3CC1(CN(C1)C(=O)OC(C)(C)C)CC3)C#N tert-butyl 6-(4-chloro-3-cyano-5,6,7,8-tetrahydro-5,8-methanoquinolin-2-yl)-2,6-diazaspiro[3.4]octane-2-carboxylate